(3S,5R)-5-[[1'-(3,5-dichloro-2-pyridinyl)-2-(2-ethoxyphenyl)spiro[6,8-dihydro-1,7-naphthyridine-5,4'-piperidine]-7-yl]methyl]pyrrolidin-3-ol ClC=1C(=NC=C(C1)Cl)N1CCC2(CC1)C=1C=CC(=NC1CN(C2)C[C@H]2C[C@@H](CN2)O)C2=C(C=CC=C2)OCC